C(C=C)(=O)N1C2=C(OC(C1)C(=O)N)C=CC=C2 4-acryloyl-3,4-dihydro-2H-benzo[b][1,4]oxazine-2-carboxamide